bis(vinyl-dimethylsilyl)amine C(=C)[Si](C)(C)N[Si](C=C)(C)C